4-Phenyl-2-(pyridin-2-yl)quinoline C1(=CC=CC=C1)C1=CC(=NC2=CC=CC=C12)C1=NC=CC=C1